CC1(C(C=CC=C1)N)N toluene-1,2-diamine